COCCN1CCN(CC1)CC1=CC=C(C=C1)C1=NC(NC(=C1)C1=CC=CC=C1)=O 4-(4-{[4-(2-methoxyethyl)piperazin-1-yl]Methyl}phenyl)-6-phenyl-1,2-dihydropyrimidin-2-one